(1-cyanopyrrolidin-3-yl)-N-methyl-[1,1'-biphenyl]-4-carboxamide C(#N)N1CC(CC1)C1=C(C=CC(=C1)C(=O)NC)C1=CC=CC=C1